1-(2-benzothiazolyl)-4-(dicyanomethylene)-3-methyl-2-pyrazolin S1C(=NC2=C1C=CC=C2)N2N=C(C(C2)=C(C#N)C#N)C